C(C1=CC=CC=C1)OC(=O)N1CCN(CC1)C(=O)C1CC(C1)(F)F 4-(3,3-Difluorocyclobutane-1-carbonyl)piperazine-1-carboxylic acid benzyl ester